4-amino-1-(benzo[d]thiazol-7-yl)-7-cyclopropylpyrido[2,3-d]pyrimidin-2(1H)-one NC=1C2=C(N(C(N1)=O)C1=CC=CC=3N=CSC31)N=C(C=C2)C2CC2